p-propyl-acetophenone C(CC)C1=CC=C(C=C1)C(C)=O